(2S)-N-ethyl-2-({2-[2-(trifluoromethoxy)phenyl][1,2,4]triazolo[1,5-c]quinazolin-5-yl}amino)butanamide C(C)NC([C@H](CC)NC1=NC=2C=CC=CC2C=2N1N=C(N2)C2=C(C=CC=C2)OC(F)(F)F)=O